C(C)(=O)C1=C(OC(C1)C1=CC=CC=C1)C 3-acetyl-2-methyl-5-phenyl-4H-furan